(1-(tert-butyloxycarbonyl)-1H-pyrrol-2-yl)boric acid C(C)(C)(C)OC(=O)N1C(=CC=C1)OB(O)O